CC1=CC(=CC=C1)NC(=O)C2=CC=CC=C2N 2-amino-N-(3-methylphenyl)benzamide